(E)-5-bromo-4-((1-(dimethylamino)ethylidene)amino)pyrimidine-2-carboxylic acid methyl ester COC(=O)C1=NC=C(C(=N1)/N=C(\C)/N(C)C)Br